5-[3,4-Dicarboxy-5-[4-(3-oxo-3-phenylprop-1-enyl)phenoxy]phenyl]-3-[4-(3-oxo-3-phenylprop-1-enyl)phenoxy]phthalic acid C(=O)(O)C=1C=C(C=C(C1C(=O)O)OC1=CC=C(C=C1)C=CC(C1=CC=CC=C1)=O)C1=CC(=C(C(C(=O)O)=C1)C(=O)O)OC1=CC=C(C=C1)C=CC(C1=CC=CC=C1)=O